FC=1C=C(C#N)C=CC1COC1=CC=C2CCNCC2=C1 3-fluoro-4-(((1,2,3,4-tetrahydroisoquinolin-7-yl)oxy)methyl)benzonitrile